3-butyl-7-(ethylthio)-8-hydroxy-5-phenyl-2,3,4,5-tetrahydro-1,2,5-benzothiadiazepine 1,1-dioxide C(CCC)C1NS(C2=C(N(C1)C1=CC=CC=C1)C=C(C(=C2)O)SCC)(=O)=O